CO[Si](C(CC)NC1=CC=CC=C1)(OC)OC N-(1-trimethoxysilylpropyl)aniline